C(C1=CC=CC=C1)N1CCC(CC1)CCNC(=O)N1[C@@H](CN(C[C@@H]1C)C1=CC=C(C=C1)C#N)C (2R,6S)-N-[2-(1-benzylpiperidin-4-yl)ethyl]-4-(4-cyanophenyl)-2,6-dimethylpiperazine-1-carboxamide